Cl.NC1CCN(CC1)C(=O)C1=CC=C(C=C1)C=1N=CC=2N(C1)C(=CN2)C2=CC=C(C(=O)N)C=C2 4-(6-(4-(4-aminopiperidine-1-carbonyl)phenyl)imidazo[1,2-a]pyrazin-3-yl)benzamide hydrochloride salt